methyl 2-[5-(benzylsulfanyl)-2-oxo-1,3-thiazol-3-yl]acetate C(C1=CC=CC=C1)SC1=CN(C(S1)=O)CC(=O)OC